4,5-difluoroanthranilic acid FC=1C=C(C(C(=O)O)=CC1F)N